1-(Fmocamino)cyclopropanecarboxylic acid C(=O)(OCC1C2=CC=CC=C2C2=CC=CC=C12)NC1(CC1)C(=O)O